4-chloro-7-[(3aR,4R,6R,6aR)-2,2-dimethyl-6-[(1R)-6,7-dichloroisochroman-1-yl]-3a,4,6,6a-tetrahydrofuro[3,4-d][1,3]dioxol-4-yl]pyrrolo[2,3-d]pyrimidine ClC=1C2=C(N=CN1)N(C=C2)[C@@H]2O[C@@H]([C@H]1OC(O[C@H]12)(C)C)[C@@H]1OCCC2=CC(=C(C=C12)Cl)Cl